2-AMINO-6-METHYLISONICOTINALDEHYDE NC=1C=C(C=O)C=C(N1)C